C(C)[N+](\C=C\C(OCCOCC1=CC=C(C=C1)OC)(F)F)(CC)[O-] (E)-N,N-diethyl-3,3-difluoro-3-(2-((4-methoxybenzyl)oxy)ethoxy)prop-1-en-1-amine oxide